COC(=O)C1(C(N(C1)CC)C)C1=CC=C(C=C1)OC 1-ethyl-3-(4-methoxyphenyl)-2-methylazetidine-3-carboxylic acid methyl ester